7-(8-Fluoronaphthyl)-6-fluoro-2,4-dichloro-1,8-naphthyridine FC=1C=CC=C2C=CC=C(C12)C1=C(C=C2C(=CC(=NC2=N1)Cl)Cl)F